FC1=C(C=CC(=C1)N1CCNCC1)NN1C(CCCC1=O)=O ((2-fluoro-4-(piperazin-1-yl)phenyl)amino)piperidine-2,6-dione